C1(CC1)C=1C(=C2CCCC2=C(C1)F)NC(=O)N=[S@@](=O)(N)C=1C=NN2C1OCCC2 (S)-N'-((5-cyclopropyl-7-fluoro-2,3-dihydro-1H-inden-4-yl)carbamoyl)-6,7-dihydro-5H-pyrazolo[5,1-b][1,3]oxazine-3-sulfonimidamide